FC(C1=NN=C(S1)C1=NN=C2N1C=C(C=C2N2CC1(C2)OCCOC1)S(=O)(=O)NC1(CC1)CF)F 3-(5-(difluoromethyl)-1,3,4-thiadiazol-2-yl)-N-(1-(fluoromethyl)cyclopropyl)-8-(5,8-dioxa-2-azaspiro[3.5]nonan-2-yl)-[1,2,4]triazolo[4,3-a]pyridine-6-sulfonamide